C(C)C1=C(C(=C(C(=C1)N)N)F)I ethyl-3-fluoro-4-iodobenzene-1,2-diamine